1-(tert-butoxycarbonyl)-6,6-dimethyl-piperidine-3-carboxylic acid C(C)(C)(C)OC(=O)N1CC(CCC1(C)C)C(=O)O